bis(cyclopentadienyl)vanadium(II) C1(C=CC=C1)[V]C1C=CC=C1